5-(2-Hydroxyphenyl)-N-phenylthiophene-2-carboxamide OC1=C(C=CC=C1)C1=CC=C(S1)C(=O)NC1=CC=CC=C1